tertiary butyl-oxygen C(C)(C)(C)[O]